N-(2-(4-(3-(4-chloro-3-ethyl-1H-pyrrolo[2,3-b]pyridin-5-yl)phenyl)-3-oxopiperazin-1-yl)ethyl)-1-(2-(2,6-dioxopiperidin-3-yl)-1,3-dioxoisoindolin-5-yl)piperidine-4-carboxamide ClC1=C2C(=NC=C1C=1C=C(C=CC1)N1C(CN(CC1)CCNC(=O)C1CCN(CC1)C=1C=C3C(N(C(C3=CC1)=O)C1C(NC(CC1)=O)=O)=O)=O)NC=C2CC